C1(CCCCC1)CC1=C(C(=O)N)C=CC=C1NC=1N=NC(=CC1)C1=CC=CC=C1 (cyclohexylmethyl)-3-[(6-phenylpyridazin-3-yl)amino]benzamide